6-[1-(oxan-2-yl)-1H-pyrazolo[3,4-d]pyrimidin-6-yl]-2-[2-(trifluoromethyl)pyrimidin-5-yl]-2,6-diazaspiro[3.4]octane O1C(CCCC1)N1N=CC=2C1=NC(=NC2)N2CC1(CN(C1)C=1C=NC(=NC1)C(F)(F)F)CC2